2H-pyrazolo[4,3-c]pyridine-6-carboxamide N=1NC=C2C=NC(=CC21)C(=O)N